(13S)-13-methyl-19-(oxan-2-yl)-10,14-dioxa-19,20-diazatetracyclo[13.5.2.12,6.018,21]tricosa-1(20),2(23),3,5,15(22),16,18(21)-heptaene C[C@H]1CCOCCCC2=CC=CC(C3=NN(C=4C=CC(O1)=CC34)C3OCCCC3)=C2